C(=O)(C(Cl)(Cl)Cl)O The molecule is a monocarboxylic acid that is acetic acid in which all three methyl hydrogens are substituted by chlorine. It has a role as a metabolite, a carcinogenic agent and a mouse metabolite. It is a monocarboxylic acid and an organochlorine compound. It derives from an acetic acid. It is a conjugate acid of a trichloroacetate.